CCCCCCCCCCCC(=O)O[C@H](COC(=O)CCCCCCC/C=C\\CCCCCCCC)COP(=O)([O-])OC[C@H](CO)O The molecule is a 1,2-diacyl-sn-glycero-3-phospho-(1'-sn-glycerol)(1-) obtained by deprotonation of the phosphate group of 1-oleoyl-2-lauroyl-sn-glycero-3-phospho-(1'-sn-glycerol); major species at pH 7.3. It is a conjugate base of a 1-oleoyl-2-lauroyl-sn-glycero-3-phospho-(1'-sn-glycerol).